4-fluoro-3-(4-((2-(2-hydroxypropan-2-yl)-1H-imidazol-1-yl)methyl)phenyl)-5-isobutylthiophene-2-sulfonamide FC=1C(=C(SC1CC(C)C)S(=O)(=O)N)C1=CC=C(C=C1)CN1C(=NC=C1)C(C)(C)O